(methoxymethyl)-4-(methylsulfonyl)piperazine-1-carboxylate COCOC(=O)N1CCN(CC1)S(=O)(=O)C